2,6-dimethyl-4-oxo-4,5-dihydropyrimidin CC=1N=C(CC(N1)=O)C